OC1=C(C=C(C(=C1)OC)OC)N1N=C2C(=N1)C=CC(=C2)C 2-(2-hydroxy-4,5-dimethoxyphenyl)-5-methyl-2H-benzotriazole